C1(=CC=CC=C1)S(=O)(=O)NS(=O)(=O)C1=CC=CC=C1 N-(benzenesulfonyl)benzenesulfonamide